2-[1-3H]deoxy-D-glucose O=C(C[C@@H](O)[C@H](O)[C@H](O)CO)[3H]